C1(CCCCC1)C(C(=O)NC1CCCCC1)N1C(=NC2=C1C=CC=C2)C2=CC=C(C=C2)C(F)(F)F 2,N-dicyclohexyl-2-[2-(4-trifluoromethyl-phenyl)-benzimidazol-1-yl]-acetamide